C(C)(C)(C)C1=CC=C(C=C1)C=1NC=2C(=NC=CC2)N1 2-(4-tert-Butylphenyl)-1H-imidazo[4,5-b]pyridine